4-((5-(difluoromethyl)-4-(1H-pyrazol-1-yl)pyrimidin-2-yl)amino)-N-(2-hydroxyethyl)benzenesulfonamide FC(C=1C(=NC(=NC1)NC1=CC=C(C=C1)S(=O)(=O)NCCO)N1N=CC=C1)F